4-phenyl-1-{5-[4-(propane-2-sulfonyl)phenyl]-1H-pyrazolo[3,4-b]pyridine-3-carbonyl}piperidine C1(=CC=CC=C1)C1CCN(CC1)C(=O)C1=NNC2=NC=C(C=C21)C2=CC=C(C=C2)S(=O)(=O)C(C)C